COC=1C=C2C(=C(C=NC2=CC1OC)C(=O)O)NCC1=CC=C(C=C1)S(N)(=O)=O 6,7-dimethoxy-4-(((4-sulfamoylphenyl)methyl)amino)quinoline-3-carboxylic acid